ClC1=C(C=CC(=C1)Cl)C1=CC2=C(N=C(N=C2)NC2=C(C=C(C=C2)N2CCN(CC2)C(=O)OC(C)(C)C)F)N2C1=NCC2 tert-butyl 4-(4-((6-(2,4-dichlorophenyl)-8,9-dihydroimidazo[1',2':1,6]pyrido[2,3-d]pyrimidin-2-yl)amino)-3-fluorophenyl)piperazine-1-carboxylate